tert-butyl 2-{[2-(2,3-dihydro-1H-indol-4-yl)pyrimidin-5-yl]methyl}-2,7-diazaspiro[3.5]nonane-7-carboxylate N1CCC2=C(C=CC=C12)C1=NC=C(C=N1)CN1CC2(C1)CCN(CC2)C(=O)OC(C)(C)C